5-Methyl-1-(1-(4-(1,3,3-trimethylpiperidin-4-yl)benzyl)-1H-indol-5-yl)-1H-pyrazol-3-carboxamid CC1=CC(=NN1C=1C=C2C=CN(C2=CC1)CC1=CC=C(C=C1)C1C(CN(CC1)C)(C)C)C(=O)N